P(O)(O)=O.C1CC1 (trans)-cyclopropane phosphonate